2-methoxypyridin-3-yl-N,N-dimethylacetamide formate salt C(=O)O.COC1=NC=CC=C1CC(=O)N(C)C